4-bromo-2-(3-ethoxy-4-methoxyphenyl)thiazole BrC=1N=C(SC1)C1=CC(=C(C=C1)OC)OCC